OC12C(C=3C=C(SC3N=C2N(CC1)C1=CC=C(C=C1)NS(=O)(=O)C)C)=O N-(4-{9-hydroxy-5-methyl-8-oxo-4-thia-2,12-diazatricyclo[7.3.0.03,7]dodeca-1,3(7),5-trien-12-yl}phenyl)methansulfonamide